C1(CC1)N1C=CC(C2=CC=CC=C12)=O (cyclopropyl)-4-oxo-1,4-dihydroquinoline